C(C)(=O)OC[C@@H](CCCCNC(C)=O)N (2R)-6-acetamido-2-aminohexyl Acetate